1,1'-oxybis(1,2,3,4-tetrahydronaphthalene) O(C1CCCC2=CC=CC=C12)C1CCCC2=CC=CC=C12